BrC1=CC(=C(C(=O)N)C=C1)NC(=O)NC1=CC(=CC(=C1)F)F 4-bromo-2-[3-(3,5-difluorophenyl)ureido]benzamide